5-fluoro-2-methylpyrimidin FC=1C=NC(=NC1)C